4-(((tert-butyldimethylsilyl)oxy)methyl)-6-methoxynicotinic acid [Si](C)(C)(C(C)(C)C)OCC1=CC(=NC=C1C(=O)O)OC